S1SSSSC2=C1C=CC=C2 Benzopentathiepin